(Z)-2-(4-((6-chloro-1H-indol-3-yl)methylene)-2,5-dioxoimidazolidin-1-yl)-2-(3,4-difluorophenyl)acetic acid ClC1=CC=C2C(=CNC2=C1)\C=C\1/NC(N(C1=O)C(C(=O)O)C1=CC(=C(C=C1)F)F)=O